2-amino-4-(5-methoxy-3-methyl-2-nitrophenyl)thiazole-5-carboxylic acid ethyl ester C(C)OC(=O)C1=C(N=C(S1)N)C1=C(C(=CC(=C1)OC)C)[N+](=O)[O-]